C(C)(C)[C@H]1C(NC=2C(=NC(=NC2N1C)NC1CN(C1)C(=O)C1OC(CC1)C)C)=O (7S)-7-isopropyl-4,8-dimethyl-2-((1-(5-methyltetrahydrofuran-2-carbonyl)azetidin-3-yl)amino)-7,8-dihydropteridin-6(5H)-one